6-bromo-N-(5-(morpholine-4-carbonyl)-2-(piperidin-1-yl)phenyl)pyridineamide BrC1=CC=CC(=N1)C(=O)NC1=C(C=CC(=C1)C(=O)N1CCOCC1)N1CCCCC1